N[C@H](C(=O)O)CCCS (2S)-2-amino-5-sulfanylpentanoic acid